ClC=1C=C(C=CC1N1C(N(C=C1)C)=O)C1=C(C(=CC(=C1)F)C=1C=NC=C(C1)N1C[C@H](CCC1)NC)O (S)-1-(3-chloro-5'-fluoro-2'-hydroxy-3'-(5-(3-(methylamino)piperidin-1-yl)pyridin-3-yl)-[1,1'-biphenyl]-4-yl)-3-methyl-1H-imidazol-2(3H)-one